ClC1=CC=C(S1)CN(C1=CC(=NN1C(=O)C1=COC(=C1)C)C1CC(N(CC1)C(=O)N1CC(CC1)O)=O)C 4-(5-{[(5-Chlorothiophen-2-yl)methyl](methyl)amino}-1-(5-methylfuran-3-carbonyl)-1H-pyrazol-3-yl)-1-(3-hydroxypyrrolidin-1-carbonyl)piperidin-2-on